FC(C=1C=CC2=C(SC3=C2C=CC(=C3F)CCC)C1F)(OC1=CC(=C(C(=C1)F)F)F)F 3-[Difluoro-(3,4,5-trifluorophenoxy)methyl]-4,6-difluoro-7-propyl-dibenzothiophene